C(CCCC)OP(OCCCCC)(=O)CC=NO (2-(hydroxyimino)ethyl)phosphonic acid dipentyl ester